C(C1=C(C(=CC(=C1)C)C(C)(C)C)O)C1=C(C(=CC(=C1)C)C(C)(C)C)O methylene-bis-(4-methyl-6-tert-butylphenol)